CC1NC(C2=C1N=C(N=C2N2CCOCCC2)SC)=O 7-methyl-2-methylsulfanyl-4-(1,4-oxazepan-4-yl)-6,7-dihydropyrrolo[3,4-d]pyrimidin-5-one